BrC1=C(C=C2C(=NC(=NC2=C1F)OCC12CCCN2CCC1)N1CC2(CNC(N2)=O)CCC1)F 7-(7-bromo-6,8-difluoro-2-((hexahydro-1H-pyrrolizin-7a-yl)methoxy)quinazolin-4-yl)-1,3,7-triazaspiro[4.5]decan-2-one